N-(4-((2-amino-3-chloropyridin-4-yl)oxy)-3-fluorophenyl)-1-(pyrimidin-5-yl)-5-(trifluoromethyl)-1H-pyrazole-4-Carboxamide NC1=NC=CC(=C1Cl)OC1=C(C=C(C=C1)NC(=O)C=1C=NN(C1C(F)(F)F)C=1C=NC=NC1)F